O1C(=CC=C1)C1=NN2C(N=C(N=C2N)NCCC2=CC=C(C=C2)OCCOC)=N1 2-(Furan-2-yl)-N5-(4-(2-methoxyethoxy)phenethyl)-[1,2,4]triazolo[1,5-a][1,3,5]triazine-5,7-diamine